BrCC1=C(C(=CC=C1)Cl)C(C(=O)OCC)(F)F ethyl 2-[2-(bromomethyl)-6-chloro-phenyl]-2,2-difluoro-acetate